COC1=CC=C(C=C1)C1=CC(=NO1)C=1C=C(C=CC1)NC(C)=O N-(3-(5-(4-methoxyphenyl)isoxazol-3-yl)phenyl)acetamide